(R)-3-(3-(4-chloro-2-fluoro-5-methylbenzyl)-1-cyclopropylureido)-N-(1-methyl-1H-pyrazol-4-yl)piperidine-1-carboxamide ClC1=CC(=C(CNC(N(C2CC2)[C@H]2CN(CCC2)C(=O)NC=2C=NN(C2)C)=O)C=C1C)F